N-(3-(Trifluoromethyl)Phenyl)-6-((5-(Trifluoromethyl)Pyridin-3-yl)Methyl)-4,5,6,7-Tetrahydrothieno[2,3-c]Pyridin-3-Carboxamid FC(C=1C=C(C=CC1)NC(=O)C1=CSC=2CN(CCC21)CC=2C=NC=C(C2)C(F)(F)F)(F)F